(1R,3R,4R)-2-((S)-2-((3-chlorophenyl)amino)-3-cyclopropylpropanoyl)-N-((R)-1-cyano-2-((S)-2-oxopiperidin-3-yl)ethyl)-5,5-difluoro-2-azabicyclo[2.2.2]octane-3-carboxamide ClC=1C=C(C=CC1)N[C@H](C(=O)N1[C@H]2CC([C@@H]([C@@H]1C(=O)N[C@H](C[C@H]1C(NCCC1)=O)C#N)CC2)(F)F)CC2CC2